NC1=CC=C(C=C1)C1C(CC2C(N1)CN(C2)C)C(=O)NC2=CC(=C(C=C2)C)C(F)(F)F cis-2-(4-aminophenyl)-6-methyl-N-[4-methyl-3-(trifluoro-methyl)phenyl]-1,2,3,4,4a,5,7,7a-octahydropyrrolo[3,4-b]pyridine-3-carboxamide